FC1=CC=C(C=C1)C1=NC(=C(C(=C1/C=C/C(CC(CC(=O)[O-])O)O)C(C)C)CO)C(C)C (E)-7-[2-(4-fluorophenyl)-5-hydroxymethyl-4,6-diisopropyl-pyridin-3-yl]-3,5-dihydroxy-hept-6-enoate